N,N-dioctyl-hydroxylamine C(CCCCCCC)N(O)CCCCCCCC